BrC=1C=C(C=NC1)OCC(N)(C)C 2-((5-bromopyridin-3-yl)oxy)-dimethylethan-1-amine